sorbitol diisostearate C(CCCCCCCCCCCCCCC(C)C)(=O)O.C(CCCCCCCCCCCCCCC(C)C)(=O)O.OC[C@H](O)[C@@H](O)[C@H](O)[C@H](O)CO